methylmanganese dioxide [O-2].[O-2].C[Mn+4]